N1(CCOCC1)C1=CC=C(C=C1)NCC(C)O 3-((4-morpholinylphenyl)amino)propan-2-ol